BrC=1C=C(C=C(C1OC)F)C1(CCOCC1)C 4-(3-bromo-5-fluoro-4-methoxyphenyl)-4-methyltetrahydro-2H-pyran